C1(CCCCC1)C1=CC=C(C=C1)S(=O)(=O)NC=1C(=NC=2N(C1O)N=C(N2)CCC)C 4-cyclohexyl-N-(7-hydroxy-5-methyl-2-propyl-[1,2,4]triazolo[1,5-a]pyrimidin-6-yl)benzenesulfonamide